FC=1C=C(C[C@H](N)C(=O)O)C=C(C1F)F 3,4,5-trifluorophenylalanine